(12aR)-10-chloro-9-(2-fluoro-6-hydroxyphenyl)-7-methoxy-3,4,12,12a-tetrahydro-6H-pyrazino[2,1-c][1,4]benzooxazepine-2(1H)-carboxylic acid tert-butyl ester C(C)(C)(C)OC(=O)N1C[C@@H]2COC3=C(CN2CC1)C(=CC(=C3Cl)C3=C(C=CC=C3O)F)OC